OC1=C2C3=C(N(C2=CC=C1)C(=O)OC(C)(C)C)C=NC(=C3COC)C(=O)OCC 9-(tert-butyl) 3-ethyl 5-hydroxy-4-(methoxymethyl)-9H-pyrido[3,4-b]indole-3,9-dicarboxylate